C(C=C)OCC(COCC=C)OCC=C 1,2,3-Triallyloxypropane